1-hydroxy-prop-2-yne OCC#C